C(C)OC1=CC=C(C=C1)C=CC(=O)O 3-(4-ethoxyphenyl)acrylic acid